CN1C2=CC=CC=C2C(C12C=NC1=C(O2)C(=CC2=CC=CC=C21)CO)(C)C 1,3,3-trimethyl-5'-hydroxymethylspiro[indoline-2,3'-[3H]-naphtho[2,1-b][1,4]oxazine]